methyl 1-[[4-[(3-amino-6-phenyl-2-pyridyl)amino]phenyl]carbamoyl]pyrrolidine-3-carboxylate NC=1C(=NC(=CC1)C1=CC=CC=C1)NC1=CC=C(C=C1)NC(=O)N1CC(CC1)C(=O)OC